FC1=NC(=CC=C1N1CCN(CC1)CC=1C(=C2NC(C=3N(C2=CC1)N=CC3C#N)=O)F)C(NC)=O 7-((4-(2-fluoro-6-(methylcarbamoyl)pyridin-3-yl)piperazin-1-yl)methyl)-3-cyano-6-fluoropyrazolo[1,5-a]quinoxalin-4(5H)-one